(S)-tert-butyl (1-(2-(3-amino-3-oxopropyl)hydrazinyl)-4-methyl-1-oxopentan-2-yl)carbamate NC(CCNNC([C@H](CC(C)C)NC(OC(C)(C)C)=O)=O)=O